(2S,3S)-4-nitrophenylserine [N+](=O)([O-])C1=CC=C(C=C1)N[C@@H](CO)C(=O)O